6-(2,3-Dichlorobenzyl)-1-(2-imidazol-1-ylethyl)-4-oxo-1,4-dihydroquinoline-3-carboxylic acid ClC1=C(CC=2C=C3C(C(=CN(C3=CC2)CCN2C=NC=C2)C(=O)O)=O)C=CC=C1Cl